(2R)-2-amino-3-(pyridin-3-yl)propionic acid ethyl ester hydrochloride Cl.C(C)OC([C@@H](CC=1C=NC=CC1)N)=O